tert-butyl (3-(5-(3-hydroxyprop-1-yn-1-yl)thiophen-2-yl)prop-2-yn-1-yl)carbamate OCC#CC1=CC=C(S1)C#CCNC(OC(C)(C)C)=O